4-((4-(3-Hydroxy-3-methylbutan-1-yn-1-yl)phenyl)amino)piperidine OC(C#CC1=CC=C(C=C1)NC1CCNCC1)(C)C